2-(3,4-dimethoxy-5-methylsulfanyl-phenyl)ethylamine COC=1C=C(C=C(C1OC)SC)CCN